(R)-indoline-2-carboxylic acid ethyl ester C(C)OC(=O)[C@@H]1NC2=CC=CC=C2C1